spiro[2.5]octan-6-one C1CC12CCC(CC2)=O